1-(4-fluorophenyl)-2,4-dimethyl-1H-imidazole-5-carboxylic acid FC1=CC=C(C=C1)N1C(=NC(=C1C(=O)O)C)C